4-[3-(4-{[2-(4-Fluorophenyl)-cyclopropylamino]-methyl}-piperidin-1-yl)-propyl]-N-hydroxy-benzamide TFA salt OC(=O)C(F)(F)F.FC1=CC=C(C=C1)C1C(C1)NCC1CCN(CC1)CCCC1=CC=C(C(=O)NO)C=C1